[N+](=O)([O-])C1=CC=C(OCC(=O)NC2=C(C(=O)N)C=CC=C2)C=C1 2-(4-nitrophenoxyacetamido)benzamide